C(\C=C\C)C1C(OC(C1)=O)=O 3-[(2E)-But-2-en-1-yl]dihydrofuran-2,5-dione